ClC1=CC(=C(C=C1)[C@@H]1OC2=C(OC1)C=CC=C2C2CCNCC2)OC (S)-4-(3-(4-Chloro-2-methoxyphenyl)-2,3-dihydrobenzo[b][1,4]dioxin-5-yl)piperidine